C(C)(=O)C1=NN(C2=CC=C(C=C12)C1=NC(=NC=C1)C)CC(=O)O (3-acetyl-5-(2-methylpyrimidin-4-yl)-1H-indazol-1-yl)acetic acid